N1(CCCCC1)CC1=CC(=NC=C1)OC\C=C/CO (2Z)-4-[[4-(1-piperidinylmethyl)-2-pyridinyl]oxy]-2-buten-1-ol